C(#N)C1=CC=C(C=C1)C1=C2CN(CC2=CC=C1)C#N 4-(4-cyanophenyl)isoindoline-2-carbonitrile